(naphthalene-2-ylmethylene)malononitrile C1=C(C=CC2=CC=CC=C12)C=C(C#N)C#N